O1C2N(C(C1)=O)O2 epoxy-oxazolidinone